Ethyl 7-chloro-1H-pyrrolo[2,3-c]pyridine-2-carboxylate Iron [Fe].ClC=1N=CC=C2C1NC(=C2)C(=O)OCC